FC=1C=C(C=CC1F)C[C@@H](C(=O)N1CCC(CC1)CCCC1=CC=CC=2N(C(N(C21)C)=O)C2C(NC(CC2)=O)=O)NC(OC(C)(C)C)=O Tert-butyl N-[(2S)-3-(3,4-difluorophenyl)-1-(4-[3-[1-(2,6-dioxopiperidin-3-yl)-3-methyl-2-oxo-1,3-benzodiazol-4-yl]propyl]piperidin-1-yl)-1-oxopropan-2-yl]carbamate